(Z)-7-chloro-((S)-2,2-dimethylcyclopropanecarboxamido)-2-heptenoic acid ClCCCC\C=C(\C(=O)O)/NC(=O)[C@@H]1C(C1)(C)C